C(C1=CC=CC=C1)OC(=O)N1CCC(CC1)CO 4-(hydroxymethyl)piperidine-1-carboxylic acid benzyl ester